C(C)(C)=C1CC(=C(C=C1)O)C=1C(=CC=CC1)O 4'-isopropylidene-biphenol